C(C)(C)(C)OC(=O)N1[C@H](CC(C1)C1=CC=C2C(=NC=NN21)N(C(=O)OC(C)(C)C)C(=O)OC(C)(C)C)COC (2R)-4-[4-[bis(tert-butoxycarbonyl)amino]pyrrolo[2,1-f][1,2,4]triazin-7-yl]-2-(methoxymethyl)pyrrolidine-1-carboxylic acid tert-butyl ester